(Z)-5-((1H-pyrrolo[3,2-c]pyridin-3-yl)methyl)-3-ethyl-2-thioxothiazolidin-4-one N1C=C(C=2C=NC=CC21)CC2C(N(C(S2)=S)CC)=O